benzyl 3-{[(tert-butoxycarbonyl)(2-phenylethyl) amino]methyl}azetidine-1-carboxylate C(C)(C)(C)OC(=O)N(CCC1=CC=CC=C1)CC1CN(C1)C(=O)OCC1=CC=CC=C1